(Z)-3-(4-((2,4-bis(trifluoromethyl)benzyl)oxy)-3-methoxyphenyl)-2-fluoroacrylic acid methyl ester COC(/C(=C/C1=CC(=C(C=C1)OCC1=C(C=C(C=C1)C(F)(F)F)C(F)(F)F)OC)/F)=O